2-methylphenyl 3-methyl-pentyl ether CC(CCOC1=C(C=CC=C1)C)CC